C(C1=CC=CC=C1)OC1=NC(=CC=C1C1=CC(=C(C=C1)N1CCC2(OCCO2)CC1)F)OCC1=CC=CC=C1 8-[4-(2,6-dibenzyloxy-3-pyridyl)-2-fluoro-phenyl]-1,4-dioxa-8-azaspiro[4.5]decane